C(C)(=O)OC(C)=O r-acetic anhydride